BrCCCCCOC(C)(C)C 1-Bromo-5-(1,1-dimethylethoxy)pentane